1,1-bis-(hydroxymethyl)cyclohex-3-ene OCC1(CC=CCC1)CO